2-Bromo-1-(4-hydroxyphenyl)ethanone tert-butyl-N-(1-thiazol-2-yl-3-bicyclo[1.1.1]pentanyl)carbamate C(C)(C)(C)OC(NC12CC(C1)(C2)C=2SC=CN2)=O.BrCC(=O)C2=CC=C(C=C2)O